[C@@H]1([C@@H]([C@H](O[C@H]([C@@H]1O)O)C(=O)N)O)O The molecule is a monosaccharide derivative that is the carboxamide of beta-D-glucuronic acid It is a monosaccharide derivative and a monocarboxylic acid amide. It derives from a beta-D-glucuronic acid.